N1-methyl-guanine CN1C(N)=NC=2N=CNC2C1=O